1-phenyl-3-(3,5-dimethoxystyryl)-5-(3,5-Dimethoxyphenyl)-pyrazoline C1(=CC=CC=C1)N1NC(=CC1C1=CC(=CC(=C1)OC)OC)C=CC1=CC(=CC(=C1)OC)OC